C(=O)(OC(C)(C)C)N1CCC2(CCNC2)CC1 8-Boc-2,8-diazaspiro[4.5]decane